tert-butyl 4-(6-(7-cyano-2-methyl-2H-indazol-5-yl)-8-fluoro-1-oxoisoquinolin-2(1H)-yl)piperidine-1-carboxylate C(#N)C1=CC(=CC2=CN(N=C12)C)C=1C=C2C=CN(C(C2=C(C1)F)=O)C1CCN(CC1)C(=O)OC(C)(C)C